2-chloro-3-fluoropyridin-4-amine ClC1=NC=CC(=C1F)N